CC1=C(C=CC(=C1)OC1(CC1)C)[N+](=O)[O-] 2-methyl-4-(1-methyl-cyclopropoxy)-1-nitro-benzene